tert-butyl 2-(2-((1-((cyclopentylmethyl)sulfonyl) piperidin-4-yl)amino)-6-methylpyrido[3,4-d]pyrimidin-8-yl)-2,6-diazaspiro[3.4]octane-6-carboxylate C1(CCCC1)CS(=O)(=O)N1CCC(CC1)NC=1N=CC2=C(N1)C(=NC(=C2)C)N2CC1(C2)CN(CC1)C(=O)OC(C)(C)C